(2S,3S)-3-amino-2-((tert-butoxycarbonyl)amino)butanoic acid N[C@H]([C@@H](C(=O)O)NC(=O)OC(C)(C)C)C